O1C(C(CC1)N)N TETRAHYDROFURAN-DIAMIN